C(C1=CC=CC=C1)OC1=C(C(=CC(=C1)OC)OCC1=CC=CC=C1)/C=C/C(=O)OC Methyl (E)-3-(2,6-bis(benzyloxy)-4-methoxyphenyl)acrylate